S(=O)(O)[O-].C(CCC)[N+](CCCC)(CCCC)CCCC tetrabutylammonium hydrogensulfite